ClCC1=CC=C(C=C1)N1C(=NC=2C1=NC(=CC2)C=C)C=2C(=NC=CC2)N 3-(3-(4-(Chloromethyl)phenyl)-5-vinyl-3H-imidazo[4,5-b]pyridin-2-yl)pyridin-2-amine